CN(C1CN(C1)C1=CC=C(C=N1)N1C=C(C(C2=CC=CC=C12)=O)C(=O)O)C 1-{6-[3-(dimethylamino)azetidin-1-yl]Pyridin-3-yl}-4-oxo-1,4-dihydroquinoline-3-carboxylic acid